4-fluoro-N-methyl-3-(1-methyl-1H-imidazol-4-yl)benzenesulfonamide FC1=C(C=C(C=C1)S(=O)(=O)NC)C=1N=CN(C1)C